methyl 4-iodobicyclo[2.2.2]octane-1-carboxylate IC12CCC(CC1)(CC2)C(=O)OC